6-(2,5-dioxo-2,5-dihydro-1H-pyrrol-1-yl)hexanal methyl-(2S)-3-(3-bromophenyl)-2-[(tert-butoxycarbonyl)amino]propanoate COC([C@H](CC1=CC(=CC=C1)Br)NC(=O)OC(C)(C)C)=O.O=C1N(C(C=C1)=O)CCCCCC=O